4,4'-dinitrodiphenylmethane C1=CC(=CC=C1CC2=CC=C(C=C2)[N+](=O)[O-])[N+](=O)[O-]